3,13-dimethyl-2,4,5,6,7,8,9,10,11,12,14,15,16,17-tetradecahydro-1H-cyclopenta[a]phenanthren-3-ol CC1(CCC2C3CCC4(CCCC4C3CCC2C1)C)O